(R)-N-(3,3-difluoro-1-(methylsulfonyl)piperidin-4-yl)-5-(1-(1,3-difluoropropan-2-yl)-1H-benzo[d][1,2,3]triazol-6-yl)-4-methoxypyrrolo[2,1-f][1,2,4]triazin-2-amine FC1(CN(CC[C@H]1NC1=NN2C(C(=N1)OC)=C(C=C2)C=2C=CC1=C(N(N=N1)C(CF)CF)C2)S(=O)(=O)C)F